4-bromo-5-chloro-7-(4-(2-ethylhexyl)-thiophen-2-yl)benzo[1,2,5]Thiadiazole BrC1=C(C=C(C=2C1=NSN2)C=2SC=C(C2)CC(CCCC)CC)Cl